3-iodo-5-(2-methoxyethenyl)-1-methyl-1H-indazole IC1=NN(C2=CC=C(C=C12)C=COC)C